(R,E)-1-(3-((4-((2-(aminomethyl)-3-fluoroallyl)oxy)phenyl)sulfonyl)-2-methylpropyl)pyrrolidin-2-one NC/C(/COC1=CC=C(C=C1)S(=O)(=O)C[C@@H](CN1C(CCC1)=O)C)=C\F